BrC=1C(=C2CCC(C2=CC1C)N1CC(C1)(O)C)C 1-(5-bromo-4,6-dimethyl-indan-1-yl)-3-methyl-azetidin-3-ol